N-cyclohexyl-2-((5-methyl-4-oxo-3-phenyl-4,5-dihydro-3H-pyrimido[5,4-b]indol-2-yl)thio)acetamide C1(CCCCC1)NC(CSC=1N(C(C=2N(C=3C=CC=CC3C2N1)C)=O)C1=CC=CC=C1)=O